N[C@@H](C)C(=O)O.NC(CC)C1=NC=CN1C 1-aminopropyl-3-methylimidazole alaninate